3-(1-methyl-1H-indol-7-yl)pyridine-2,6-diamine CN1C=CC2=CC=CC(=C12)C=1C(=NC(=CC1)N)N